C(C=C)N1N=C2C(CN([C@@H](C2)C)C(=O)OC(C)(C)C)=C1C(=O)OCC (R)-5-tert-Butyl 3-ethyl 2-allyl-6-methyl-6,7-dihydro-2H-pyrazolo[4,3-c]pyridine-3,5(4H)-dicarboxylate